benzyl (1S*,3S*,6R*)-7-oxabicyclo[4.1.0]heptan-3-ylcarbamate [C@@H]12C[C@H](CC[C@H]2O1)NC(OCC1=CC=CC=C1)=O |o1:0,2,5|